FC1(C(CN(CC1)C(=O)OC(C)(C)C)C(=O)N1CCN(CC1)C1=NC=C(C=N1)C(F)(F)F)F tert-butyl 4,4-difluoro-3-[4-[5-(trifluoromethyl)pyrimidin-2-yl]piperazine-1-carbonyl]piperidine-1-carboxylate